1-benzopyran-4-one O1C=CC(C2=C1C=CC=C2)=O